5-n-butylnitrosoamino-4-phenoxybenzoic acid C(CCC)C=1C(=CC(=C(C(=O)O)C1)NN=O)OC1=CC=CC=C1